FC(OC1=C(C=C(C=C1)OC1=CC=C2CCNCC2=C1)C1=NN(C=C1NC(=O)C=1C=NN2C1N=CC=C2)CC(=O)N(C)C)F N-(3-(2-(difluoromethoxy)-5-((1,2,3,4-tetrahydroisoquinolin-7-yl)oxy)phenyl)-1-(2-(dimethylamino)-2-oxoethyl)-1H-pyrazol-4-yl)pyrazolo[1,5-a]pyrimidine-3-carboxamide